(2R,3R,4S,5R)-5-(4-amino-5-fluoro-2-oxopyrimidin-1-yl)-2-{[(tert-butyldimethylsilyl) oxy]methyl}-2-(chloromethyl)-4-fluorooxolan-3-yl 2-methylpropanoate CC(C(=O)O[C@@H]1[C@@](O[C@H]([C@H]1F)N1C(N=C(C(=C1)F)N)=O)(CCl)CO[Si](C)(C)C(C)(C)C)C